1-ethoxycarbonylmethyl-4,4'-bipyridine chloride [Cl-].C(C)OC(=O)CN1CC=C(C=C1)C1=CC=NC=C1